S-Methyl-4-methyl-4-[methyl-[2-(2-pyridylmethoxy)ethyl]amino]pent-2-ynethioat CS=C(C#CC(C)(N(CCOCC1=NC=CC=C1)C)C)[O-]